1-(1-(6-ethoxy-5-methoxypyridin-2-yl)-2-(methylsulfonyl)ethyl)-3-ethyl-5-(pyridin-2-yl)-1H-benzo[d]imidazol-2(3H)-one C(C)OC1=C(C=CC(=N1)C(CS(=O)(=O)C)N1C(N(C2=C1C=CC(=C2)C2=NC=CC=C2)CC)=O)OC